C(C)(C)(C)C=1C=C2C=NN(C(C2=C(C1)F)=O)C1=NC=CC(=C1CO)C=1C=C(C(N(C1)C)=O)NC(=O)[C@@H]1CC12CCN(CC2)C (R)-N-[5-[2-(6-tert-butyl-8-fluoro-1-oxo-phthalazin-2-yl)-3-(hydroxymethyl)-4-pyridinyl]-1-methyl-2-oxo-3-pyridinyl]-6-methyl-6-azaspiro[2.5]octane-2-carboxamide